octadecyltris(2-hydroxyethyl)ammonium C(CCCCCCCCCCCCCCCCC)[N+](CCO)(CCO)CCO